C(C)(C)(C)OC(N[C@H]1[C@@H]2NC[C@H]1CC2)=O ((1R,4R,7R)-2-azabicyclo[2.2.1]hept-7-yl)carbamic acid tert-butyl ester